C(N)(=N)C(P([O-])([O-])=O)P([O-])([O-])=O guanylmethylenebisphosphonate